argon (1R,8S,9r)-Bicyclo[6.1.0]non-4-yn [C@@H]12CCC#CCC[C@H]2C1.[Ar]